2-(3,5-dichloro-4-hydroxyphenyl)-3,5-dioxo-2,3,4,5-tetrahydro-1,2,4-triazine-6-carbonitrile ClC=1C=C(C=C(C1O)Cl)N1N=C(C(NC1=O)=O)C#N